N-((2R,3S)-2-(4-chlorophenyl)-1-(1,4-dimethyl-2-oxo-1,2-dihydroquinolin-7-yl)-6-oxopiperidin-3-yl)-2-methylpropan-1-sulfonamide ClC1=CC=C(C=C1)[C@H]1N(C(CC[C@@H]1NS(=O)(=O)CC(C)C)=O)C1=CC=C2C(=CC(N(C2=C1)C)=O)C